5-amino-N-methyl-2'-(4-methyl-4H-1,2,4-triazol-3-yl)-[1,1'-biphenyl]-3-carboxamide NC=1C=C(C=C(C1)C1=C(C=CC=C1)C1=NN=CN1C)C(=O)NC